C(C)(C)(C)C1=C(C=CC=C1)C1CCN(CC1)C(=O)[C@@H]1N(CC[C@H]1O)C(=O)[O-] |r| rac-(2R,3R)-2-(4-(2-(tert-butyl) phenyl) piperidin-1-carbonyl)-3-hydroxypyrrolidine-1-carboxylate